C(N)(=O)C1=C(N(N=C1C1=CC=C(C=C1)CC(=O)NC1=CC(=NO1)CC1(CCC1)C)C(C)C)NC(OC(C)(C)C)=O tert-Butyl N-[4-carbamoyl-2-isopropyl-5-[4-[2-[[3-[(1-methylcyclobutyl)methyl]isoxazol-5-yl]amino]-2-oxo-ethyl]phenyl]pyrazol-3-yl]carbamate